2-[4-[[6-[3-(6-methyl-2-pyridyl)-1H-pyrazol-4-yl]-1,5-naphthyridin-4-yl]methyl]piperazin-1-yl]acetic acid CC1=CC=CC(=N1)C1=NNC=C1C=1N=C2C(=CC=NC2=CC1)CN1CCN(CC1)CC(=O)O